4-((2-(hexyloxy)-2-phenylvinyl)oxy)-3-methoxybenzaldehyde C(CCCCC)OC(=COC1=C(C=C(C=O)C=C1)OC)C1=CC=CC=C1